[Si](C)(C)(C(C)(C)C)OC(CC(C1=CC=CC=C1)O)C1=NN(C(=C1)C(=O)OCC)COCC[Si](C)(C)C ethyl 3-(1-((tert-butyldimethylsilyl)oxy)-3-hydroxy-3-phenylpropyl)-1-((2-(trimethylsilyl)ethoxy)methyl)-1H-pyrazole-5-carboxylate